CCCCCC(CCCC)=O decan-6-one